ClC1=C(C(=O)O)C=CC(=C1)N1CCN(CC1)C 2-chloro-4-(4-methylpiperazin-1-yl)benzoic acid